CC(CCCOCCOCCOCCOCCOCCO)C 19-methyl-3,6,9,12,15-pentaoxaeicosan-1-ol